2-tert-butyl-4-bromopyrimidine C(C)(C)(C)C1=NC=CC(=N1)Br